CC1=CC=C(C=C1)S(=O)(=O)CC(C(CC)=O)=O (p-toluenesulfonyl)-2,3-pentanedione